O[C@@H]1[C@@H](O[C@@H]2[C@H]1OC(O2)(C)C)C(=O)O (3aS,5R,6S,6aS)-6-hydroxy-2,2-dimethyltetrahydrofuro[3,2-d][1,3]dioxole-5-carboxylic acid